dibenzyl-2-(3-methoxypropoxy)aniline C(C1=CC=CC=C1)N(C1=C(C=CC=C1)OCCCOC)CC1=CC=CC=C1